FC=1C=C(C=CC1OC)NC(CSC=1NC=C(N1)C(=O)O)=O 2-((2-((3-fluoro-4-methoxyphenyl)amino)-2-oxoethyl)thio)-1H-imidazole-4-carboxylic acid